tert-Butyl 4-(6-chloro-7-(2-fluoro-6-hydroxyphenyl)-1-(2-isopropylphenyl)-2-oxo-1,2-dihydroquinazolin-4-yl)piperazine-1-carboxylate ClC=1C=C2C(=NC(N(C2=CC1C1=C(C=CC=C1O)F)C1=C(C=CC=C1)C(C)C)=O)N1CCN(CC1)C(=O)OC(C)(C)C